4-(3,4-dichlorophenyl)-6-methyl-2-oxo-pyran-3-carboxylic acid methyl ester COC(=O)C=1C(OC(=CC1C1=CC(=C(C=C1)Cl)Cl)C)=O